BrC1=CC=C(C=C1)C1C(=C(NC(=C1OCC)C)C)OCC 4-(4'-bromophenyl)-2,6-dimethyl-3,5-diethoxy-1,4-dihydropyridine